O=C1NC2=CC(=CC=C2C=C1)OCCCCN1CCC(CC1)C(C)C 4-[(2-oxo-1,2-dihydroquinolin-7-yl)oxy]butyl-4-isopropylpiperidine